CC1(CC=2C(=NC(=C(C2)C(=O)NC2=NC(=CC=C2)C=2C=NN(C2)C)OC2CCOCC2)O1)C 2,2-Dimethyl-N-(6-(1-methyl-1H-pyrazol-4-yl)pyridin-2-yl)-6-((tetrahydro-2H-pyran-4-yl)oxy)-2,3-dihydrofuro[2,3-b]pyridine-5-carboxamide